ClC1=CC=C(C=C1)[C@@H]1N=C(N([C@@H]1C1=CC=C(C=C1)Cl)C(=O)N1CC(NCC1)=O)C1=C(C=C(C=C1)OC)OC(C)C 4-[(4S,5R)-4,5-bis(4-chlorophenyl)-2-(4-methoxy-2-prop-2-yloxyphenyl)-4,5-dihydroimidazole-1-carbonyl]piperazin-2-one